(S)-3-(5-(4-((1-(4-((R)-6-hydroxy-1,2,3,4-tetrahydronaphthalen-1-yl)phenyl)piperidin-4-yl)methyl)piperazin-1-yl)-1-oxoisoindolin-2-yl)piperidine-2,6-dione OC=1C=C2CCC[C@@H](C2=CC1)C1=CC=C(C=C1)N1CCC(CC1)CN1CCN(CC1)C=1C=C2CN(C(C2=CC1)=O)[C@@H]1C(NC(CC1)=O)=O